trimethyl-1,3-dioxan CC1OC(OCC1)(C)C